8-oxo-3,7-dimethyl-2,6-octadienyl acetate C(C)(=O)OCC=C(CCC=C(C=O)C)C